C(C)OC(=O)C1=CC=CC=2N=CNC21 benzimidazole-4-carboxylic acid ethyl ester